1-Boc-1,2-diazetidine C(=O)(OC(C)(C)C)N1NCC1